triethylene glycol bis(3-(3-t-butyl-4-hydroxy-5-methylphenyl)propionate) C(C)(C)(C)C=1C=C(C=C(C1O)C)CCC(=O)OCCOCCOCCOC(CCC1=CC(=C(C(=C1)C)O)C(C)(C)C)=O